C(#N)C1=NN(C=C1)C1=CC=C(C(=C1CNC(=O)C=1C(=NN(C1)CC1=CC=C2CCN(CC2=C1)C(C)C)COC)F)OC N-{[6-(3-cyanopyrazol-1-yl)-2-fluoro-3-methoxyphenyl]methyl}-1-[(2-isopropyl-3,4-dihydro-1H-isoquinolin-7-yl)methyl]-3-(methoxymethyl)pyrazole-4-carboxamide